hexaanimine iridium trichloride [Ir](Cl)(Cl)Cl.C(CCCCC)=N